bis[bis(norbornenylmethylene)chlorophosphine] titanium [Ti].C12(C=CC(CC1)C2)C=P(Cl)=CC21C=CC(CC2)C1.C12(C=CC(CC1)C2)C=P(Cl)=CC21C=CC(CC2)C1